(3S)-7-((2S,5R)-4-acryloyl-2,5-dimethylpiperazin-1-yl)-9-chloro-10-(2,4-difluorophenyl)-3-(((1-methylpiperidin-4-yl)oxy)methyl)-2,3-dihydro-5H-[1,4]oxazino[2,3,4-ij]quinazolin-5-one C(C=C)(=O)N1C[C@@H](N(C[C@H]1C)C1=NC(N2C3=C(C(=C(C=C13)Cl)C1=C(C=C(C=C1)F)F)OC[C@@H]2COC2CCN(CC2)C)=O)C